(4-(((1S,3R)-3-aminocyclohexyl)amino)-1H-pyrrolo[2,3-b]pyridin-3-yl)(2-chloro-4-phenoxyphenyl)methanone N[C@H]1C[C@H](CCC1)NC1=C2C(=NC=C1)NC=C2C(=O)C2=C(C=C(C=C2)OC2=CC=CC=C2)Cl